5-{2-amino-[1,2,4]triazolo[1,5-a]pyridin-7-yl}-N-{[3-(cyclopropylmethoxy)phenyl]methyl}-2-methylpyridine-3-carboxamide NC1=NN2C(C=C(C=C2)C=2C=C(C(=NC2)C)C(=O)NCC2=CC(=CC=C2)OCC2CC2)=N1